5-[[4-[[2-(4,5-Dihydro-1H-imidazol-2-yl)acetyl]amino]-3-fluoro-phenyl]sulfonylamino]thiazole-4-carboxylic acid N1C(=NCC1)CC(=O)NC1=C(C=C(C=C1)S(=O)(=O)NC1=C(N=CS1)C(=O)O)F